6-((1-((5-methylthiazol-4-yl)methyl)-3-oxoisoindolin-2-yl)methyl)benzo[d]oxazol-2(3H)-one CC1=C(N=CS1)CC1N(C(C2=CC=CC=C12)=O)CC1=CC2=C(NC(O2)=O)C=C1